C1(CC1)C(CC)N(C1=CC=CC=C1)C(CC1(CCN(CC1)C(N(C)C1=CC=C(C=C1)F)=O)C(=O)O)=O 4-[2-(N-[1-cyclopropylpropyl]anilino)-2-oxo-ethyl]-1-[(4-fluorophenyl)-methyl-carbamoyl]piperidine-4-carboxylic acid